Cl.NC1=C2C(=NC=N1)N(N=C2C)C(C)C=2C(=C(C(=C(C2)Cl)F)C2CC(NC2)=O)OCC 4-(3-(1-(4-amino-3-methyl-1H-pyrazolo[3,4-d]pyrimidin-1-yl)ethyl)-5-chloro-2-ethoxy-6-fluorophenyl)pyrrolidin-2-one hydrochloride